trans-tert-butyl-6-cyano-10-methyl-7-nitro-4,4a,10,10a-tetrahydro-1H-benzo[b]pyrido[3,4-e][1,4]oxazine-2(3H)-carboxylate C(C)(C)(C)OC(=O)N1C[C@H]2N(C3=C(O[C@@H]2CC1)C(=C(C=C3)[N+](=O)[O-])C#N)C